Isopentyl 3-(1-((1-(2-((4-ethylphenyl)sulfonamido)ethyl)piperidin-4-yl)methyl)-1H-1,2,3-triazol-4-yl)-5-fluoro-1H-indole-2-carboxylate C(C)C1=CC=C(C=C1)S(=O)(=O)NCCN1CCC(CC1)CN1N=NC(=C1)C1=C(NC2=CC=C(C=C12)F)C(=O)OCCC(C)C